ON=CC=1C=C(C=CC1)B(O)O 3-(HYDROXYIMINO)METHYLPHENYLBORONIC ACID